6-(N-(5-fluoro-2-(piperidin-1-yl)pyridin-3-yl)sulfamoyl)-N-hydroxybenzo[b]thiophene-2-carboxamide FC=1C=C(C(=NC1)N1CCCCC1)NS(=O)(=O)C=1C=CC2=C(SC(=C2)C(=O)NO)C1